N-(2'-aminoethyl)-2-fluorobenzene-1-sulfonylamine hydrochloride Cl.NCCNS(=O)(=O)C1=C(C=CC=C1)F